ClC=1N=C(C2=C(N1)N(CCC2)C(=O)[O-])Cl 2,4-dichloro-6,7-dihydro-5H-pyrido[2,3-d]pyrimidine-8-carboxylate